FC(OC=1C=C(C=C(C1)F)C1=CC2=C(O[C@H](CN2S(=O)(=O)C2=CC(=CC=C2)C(F)(F)F)CN2CC3(C2)CN(C3)S(=O)(=O)C)C=C1)F (S)-6-(3-(difluoromethoxy)-5-fluorophenyl)-2-((6-(methylsulfonyl)-2,6-diazaspiro[3.3]hept-2-yl)methyl)-4-((3-(trifluoromethyl)phenyl)sulfonyl)-3,4-dihydro-2H-benzo[b][1,4]oxazine